Methyl 4-[(3R)-3-[[6-(4-hydroxy-2,3-dihydrobenzofuran-5-yl)-5-methyl-1,2,4-triazin-3-yl]amino]-1-piperidyl]butanoate OC1=C(C=CC2=C1CCO2)C2=C(N=C(N=N2)N[C@H]2CN(CCC2)CCCC(=O)OC)C